4-Dimethylamino-butylamin CN(CCCCN)C